N-[(1,2-Dihydro-4-methoxy-6-methyl-2-oxo-3-pyridinyl)methyl]-2-methyl-1-[(1R)-1-[1-(2,2,2-trifluoroethyl)-4-piperidinyl]ethyl]-1H-indole-3-carboxamide COC1=C(C(NC(=C1)C)=O)CNC(=O)C1=C(N(C2=CC=CC=C12)[C@H](C)C1CCN(CC1)CC(F)(F)F)C